N-[(3R,4R)-1-[6-[[1-(5-aminopentyl)-3-methoxy-pyrazol-4-yl]amino]-9-tert-butyl-purin-2-yl]-4-fluoro-pyrrolidin-3-yl]prop-2-enamide NCCCCCN1N=C(C(=C1)NC1=C2N=CN(C2=NC(=N1)N1C[C@H]([C@@H](C1)F)NC(C=C)=O)C(C)(C)C)OC